2-trans-hexadecenoic acid CCCCCCCCCCCCC/C=C/C(=O)O